C(C)N(C(=S)SC(C(C)=O)SC(N(CC)CC)=S)CC 1,1-bis(diethylcarbamothioyl-sulfanyl)-2-propanone